[N+](=O)([O-])C1=CC2=C(N=C(S2)NC(C)=O)C=C1 N-(6-nitro-1,3-benzothiazol-2-yl)acetamide